(3-fluoro-2-methylbenzyl)-3-(6-methoxy-5-(1H-pyrazol-4-yl)pyridin-2-yl)-8-(2-methoxyethyl)-1,3,8-triazaspiro[4.5]decan-2-one FC=1C(=C(CN2C(N(CC23CCN(CC3)CCOC)C3=NC(=C(C=C3)C=3C=NNC3)OC)=O)C=CC1)C